N-[(1E)-8-methyl-1,2,3,4-tetrahydronaphthalen-1-ylidene]-hydroxylamine CC=1C=CC=C2CCC/C(/C12)=N\O